[Si](C1=CC=CC=C1)(C1=CC=CC=C1)(C(C)(C)C)OCC1CCN(S(C1)(=O)=O)C(=O)OC(C)(C)C tert-butyl 5-(((tert-butyldiphenylsilyl)oxy)methyl)-1,2-thiazinane-2-carboxylate 1,1-dioxide